1'-[2-(4-methanesulfonylphenoxy)ethyl]-2-oxo-1,2-dihydrospiro[indole-3,4'-piperidine]-5-carbonitrile CS(=O)(=O)C1=CC=C(OCCN2CCC3(CC2)C(NC2=CC=C(C=C23)C#N)=O)C=C1